P(O)(O)O.C[SiH](C)C.C[SiH](C)C.C[SiH](C)C tri(trimethylsilane) phosphite